CC=1C(=NC=C(N1)CCO)CCO 2,2'-(3-methyl-2,5-pyrazinediyl)diethanol